2-(hydroxymethyl)-6,7-dihydrothieno[3,2-c]Pyridine-5(4H)-carboxylic acid tert-butyl ester C(C)(C)(C)OC(=O)N1CC2=C(CC1)SC(=C2)CO